(E)-N-tert-butyl-2-chloro-5-(2-ethoxyvinyl)isonicotinamide C(C)(C)(C)NC(C1=CC(=NC=C1\C=C\OCC)Cl)=O